4-{5-(ethylsulfonyl)-2-[(cis-4-hydroxycyclohexyl)oxy]phenyl}-6-methyl-1,6-dihydro-7H-pyrrolo[2,3-c]pyridin-7-one C(C)S(=O)(=O)C=1C=CC(=C(C1)C=1C2=C(C(N(C1)C)=O)NC=C2)O[C@@H]2CC[C@@H](CC2)O